5-Fluoro-N-[(1S,2S)-2-hydroxy-2,3-dihydro-1H-inden-1-yl]-4-(3-oxo-5,6,7,8-tetrahydro[1,2,4]triazolo[4,3-a]pyridin-2(3H)-yl)-2-{[(2S)-1,1,1-trifluoropropan-2-yl]oxy}benzamid FC=1C(=CC(=C(C(=O)N[C@@H]2[C@H](CC3=CC=CC=C23)O)C1)O[C@H](C(F)(F)F)C)N1N=C2N(CCCC2)C1=O